2-methyl-9-(n-pentyloxycarbonyloxy)anthracene CC1=CC2=C(C3=CC=CC=C3C=C2C=C1)OC(=O)OCCCCC